3-chloro-6-(2,4-dimethoxypyrimidin-5-yl)pyridazine-5-d ClC=1N=NC(=C(C1)[2H])C=1C(=NC(=NC1)OC)OC